ClC1=C(C=C(C=C1)C(=O)N1CCC(CC1)OCCCO)N1C(NC(CC1)=O)=O 1-(2-chloro-5-(4-(3-hydroxypropoxy)piperidine-1-carbonyl)phenyl)dihydroPyrimidine-2,4(1H,3H)-dione